1-[(4-{3-Azabicyclo[3.1.0]hex-3-yl}-2-methylphenyl)methyl]-1H-imidazole-4-carboxylic acid C12CN(CC2C1)C1=CC(=C(C=C1)CN1C=NC(=C1)C(=O)O)C